FC1=CC=C(C=C1)C1=NN2C(COC(C2)(C)C)=C1C1=C2C(=NC=C1)NN=C2 2-(4-fluorophenyl)-6,6-dimethyl-3-(1H-pyrazolo[3,4-b]pyridin-4-yl)-6,7-dihydro-4H-pyrazolo[5,1-c][1,4]oxazine